3-(5-[3-[3-(3-Aminopropoxy)-2,2-dimethylpropoxy]propyl]-3-methyl-2-oxo-2,3-dihydro-1H-1,3-benzodiazol-1-yl)piperidine-2,6-dione hydrochloride Cl.NCCCOCC(COCCCC1=CC2=C(N(C(N2C)=O)C2C(NC(CC2)=O)=O)C=C1)(C)C